(3-((benzyloxy)methyl)azetidin-1-yl)isobenzofuran-1(3H)-one C(C1=CC=CC=C1)OCC1CN(C1)C1OC(C2=CC=CC=C12)=O